OCC(CCO)S(=O)(=O)[O-] 1,4-dihydroxybutane-2-sulfonate